NC1=C2C(=NC=N1)N(N=C2C2=CC=C(C=C2)OC2=CC=CC=C2)C2CCC(CC2)CN2CC1CCC(C2)N1C=1C=C2C(N(C(C2=CC1)=O)C1C(NC(CC1)=O)=O)=O 5-(3-((4-(4-amino-3-(4-phenoxyphenyl)-1H-pyrazolo[3,4-d]pyrimidin-1-yl)cyclohexyl)methyl)-3,8-diazabicyclo[3.2.1]octan-8-yl)-2-(2,6-dioxopiperidin-3-yl)isoindoline-1,3-dione